N-(4-((3-chloro-4-fluorophenyl)amino)-7-(3-(4-(6-(2-(2,6-dioxopiperidin-3-yl)-3-oxoisoindolin-1-yl)hex-5-yn-1-yl)piperazin-1-yl)propoxy)quinazolin-6-yl)acrylamide ClC=1C=C(C=CC1F)NC1=NC=NC2=CC(=C(C=C12)NC(C=C)=O)OCCCN1CCN(CC1)CCCCC#CC1N(C(C2=CC=CC=C12)=O)C1C(NC(CC1)=O)=O